CC(=C)CCC(CCCC)CCC 2-methyl-5-propylnon-1-ene